F[C@H]1[C@@H](C[C@@H](OC1)C(=O)N1[C@H](C2=CC=CC=C2CC1)C1=CC=C(C=C1)F)O ((2R,4R,5R)-5-fluoro-4-hydroxytetrahydro-2H-pyran-2-yl)((S)-1-(4-fluorophenyl)-3,4-dihydroisoquinolin-2(1H)-yl)methanone